FC1(C(C=CC=C1)C)N 2-fluoro-o-toluylamine